(1S,2R,5R)-N-hydroxy-8-isobutyryl-3-((6-(4-(trifluoro-methoxy)phenoxy)-pyridin-3-yl)-sulfonyl)-3,8-diazabicyclo-[3.2.1]octane-2-carboxamide ONC(=O)[C@H]1[C@@H]2CC[C@H](CN1S(=O)(=O)C=1C=NC(=CC1)OC1=CC=C(C=C1)OC(F)(F)F)N2C(C(C)C)=O